(R)-2-methyl-5-(3-(methylsulfonyl)ureido)-N-(1-(naphthalen-1-yl)ethyl)benzamide CC1=C(C(=O)N[C@H](C)C2=CC=CC3=CC=CC=C23)C=C(C=C1)NC(=O)NS(=O)(=O)C